C(C1=CC=CC=C1)OC1=CC=C2C(=CC=NC2=C1)OCC(=O)O 2-((7-(benzyloxy)quinolin-4-yl)oxy)acetic acid